C(C)O[Si](CCCCCCN=C=O)(OCC)OCC triethoxy(6-isocyanatohexyl)silane